8-(n-butoxymethyloxycarbonyl)-tetracyclo[4.4.0.12,5.17,10]-3-dodecene C(CCC)OCOC(=O)C1C2C3C4C=CC(C3C(C1)C2)C4